(R)-4-((1-(3-(difluoro(piperidin-4-yl)methyl)-2-fluorophenyl)ethyl)amino)-8-((7-iodoheptyl)oxy)-6-(tetrahydro-2H-pyran-4-yl)pyrido[4,3-d]pyrimidin-7(6H)-one hydroiodide I.FC(C=1C(=C(C=CC1)[C@@H](C)NC=1C=2C(N=CN1)=C(C(N(C2)C2CCOCC2)=O)OCCCCCCCI)F)(C2CCNCC2)F